N-(1-((2-chloro-4-fluorophenyl)amino)-6-methoxyisoquinolin-7-yl)-4-(piperidin-1-yl)butanamide ClC1=C(C=CC(=C1)F)NC1=NC=CC2=CC(=C(C=C12)NC(CCCN1CCCCC1)=O)OC